FC1=C(C(=CC=C1)OC)C1=CCN(C(=C1)C)C=1SC(=NN1)CCC1=CC=CC=C1 4-(2-fluoro-6-methoxyphenyl)-6-methyl-N-(5-(2-phenylethyl)-1,3,4-thiadiazol-2-yl)pyridine